FC1=CC=C(C=C1)[C@@H](C)OC1=CC(=CC=2N1C(=CN2)C#N)C=2N=NN(C2C)C2CCNCC2 5-[(1R)-1-(4-Fluorophenyl)ethoxy]-7-[5-methyl-1-(4-piperidyl)triazol-4-yl]imidazo[1,2-a]pyridine-3-carbonitrile